FC1(C(C1)C1=CC=C2C=C(C(NC2=C1)=O)C(=O)OCC)F ethyl 7-(2,2-difluorocyclopropyl)-2-oxo-1,2-dihydroquinoline-3-carboxylate